(R)-2-((((1r,4R)-4-(benzyloxy)cyclohexyl)-methyl)amino)-1-(5-fluoropyridin-3-yl)ethan-1-ol C(C1=CC=CC=C1)OC1CCC(CC1)CNC[C@H](O)C=1C=NC=C(C1)F